1,3,5-tris(2-hydroxypropyl)isocyanuric acid OC(CN1C(=O)N(C(=O)N(C1=O)CC(C)O)CC(C)O)C